FC1=C(C(=C(C(=C1F)F)F)CF)S(=O)(=O)NC1=CC(=CC=C1)NC1=NC(=NC=C1F)NC1=CC=C(C=C1)OCCOC 2,3,4,5-tetrafluoro-N-(3-((5-fluoro-2-((4-(2-methoxyethoxy)phenyl)amino)pyrimidin-4-yl)amino)phenyl)-6-(fluoromethyl)benzenesulfonamide